C(C)(C)NC(CC=C)=O N-isopropyl-3-butenamide